C(CCC)C1N(CC(N(C1)C1=CC(=CC=C1)OC(F)(F)F)=O)CC1=CN=CN1CC1=CC(=C(C#N)C=C1)F 4-((5-((2-Butyl-5-oxo-4-(3-(trifluoromethoxy)-phenyl)piperazin-1-yl)methyl)-1H-imidazol-1-yl)methyl)-2-fluorobenzonitrile